COC(=O)C1=NC(=CC=C1)CBr 6-bromomethylpyridine-2-carboxylic methyl ester